CC=1C=C(C=C2C(N(C(=NC12)C=1C=C2C(=CN1)SC=C2)COCC[Si](C)(C)C)=O)OCC2COCC2 8-methyl-6-(tetrahydro-furan-3-ylmethoxy)-2-thieno[2,3-c]pyridin-5-yl-3-(2-trimethylsilyl-ethoxymethyl)-3H-quinazolin-4-one